2-(o-chlorophenyl)-4,5-bis-(m-methoxyphenyl)-4,5-diphenyl-imidazole ClC1=C(C=CC=C1)C=1NC(C(N1)(C1=CC=CC=C1)C1=CC(=CC=C1)OC)(C1=CC=CC=C1)C1=CC(=CC=C1)OC